N,N-dimethylglycine menthyl ester C1(CC(C(CC1)C(C)C)OC(CN(C)C)=O)C